OCC(=O)NCC1CCN(C1)C(=O)O.CC1=CC2=C(C3=CC=CC=C3C(=C2C=C1)OCCCCC)OCCCCC 2-methyl-9,10-bis(n-pentyloxy)anthracene 4-[(2-hydroxyacetamido)methyl]pyrrolidine-1-carboxylate